COC1=CC=C(C=C1)N1N=C(C2=C1C(N(CC2)C2CCN(CC2)N2C(CCC2)=O)=O)C(F)(F)F 1-(4-Methoxyphenyl)-6-(1-(2-oxopyrrolidin-1-yl)piperidin-4-yl)-3-(trifluoromethyl)-5,6-dihydro-1H-pyrazolo[3,4-c]pyridin-7(4H)-one